(4R)-4-[3-[3-[6-(4-Isopropyl-N-methyl-anilino)-3-pyridyl]azetidin-1-yl]-3-oxo-propyl]oxazolidin-2-one C(C)(C)C1=CC=C(N(C)C2=CC=C(C=N2)C2CN(C2)C(CC[C@H]2NC(OC2)=O)=O)C=C1